BrC1=CN(C=2N=CN=C(C21)Cl)S(=O)(=O)C2=CC=C(C)C=C2 5-bromo-4-chloro-7-tosyl-7H-pyrrolo[2,3-d]pyrimidine